[Ca].N[Cu] aminocopper calcium